NC1=NN(C(=C1)[C@H]1C[C@H](CC1)N(C([O-])=O)C(C)C)C(C)(C)C (1S,3R)-3-(3-amino-1-(tert-butyl)-1H-pyrazol-5-yl)cyclopentyl-isopropylcarbamate